C(#C)[C@@]1(CC[C@H]2[C@@H]3CCC=4C=C(C=CC4[C@H]3[C@H](C[C@]12C)OC)O)O (8S,9S,11S,13S,14S,17R)-17-ethynyl-11-methoxy-13-methyl-7,8,9,11,12,14,15,16-octahydro-6H-cyclopenta[a]phenanthren-3,17-diol